OC1=C(C(=C(C=C1)C1=CC=CC=C1)S(=O)(=O)[O-])S(=O)(=O)[O-] p-hydroxybiphenyl-disulfonate